4-bromo-2-chloro-1-(3,3-dimethyl-butyl)-benzene BrC1=CC(=C(C=C1)CCC(C)(C)C)Cl